ClC=1C=C(C=CC1)CNC(=O)C1CCNCC1 N-[(3-chlorophenyl)methyl]piperidine-4-carboxamide